CC1=CC=C(C=C1)S(=O)(=O)NCC=1N=CN(C1)C1=CC=C(C=C1)C1=NOC(=N1)C(F)(F)F 4-methyl-N-((1-(4-(5-(trifluoromethyl)-1,2,4-oxadiazol-3-yl)phenyl)-1H-imidazol-4-yl)methyl)benzenesulfonamide